1-((2-bromophenyl)sulfonyl)-1H-imidazole BrC1=C(C=CC=C1)S(=O)(=O)N1C=NC=C1